3-(2-(4-hydroxy-2,2-dimethylpyrrolidine-1-carbonyl)-6-(3-methyl-1H-pyrrolo[2,3-b]pyridin-5-yl)-1,2,3,4-tetrahydroisoquinolin-8-yl)morpholine-4-carboxylic acid tert-butyl ester C(C)(C)(C)OC(=O)N1C(COCC1)C=1C=C(C=C2CCN(CC12)C(=O)N1C(CC(C1)O)(C)C)C=1C=C2C(=NC1)NC=C2C